2-[4-methyl-2-(trifluoromethyl)pyrimidin-5-yl]-6-{1-[(3R)-oxolan-3-yl]-1H-pyrazolo[3,4-b]pyrazin-6-yl}-2,6-diazaspiro[3.4]octane CC1=NC(=NC=C1N1CC2(C1)CN(CC2)C2=CN=C1C(=N2)N(N=C1)[C@H]1COCC1)C(F)(F)F